thio-β-D-galactose sodium salt [Na].S[C@H]1[C@H](O)[C@@H](O)[C@@H](O)[C@H](O1)CO